C(C1=CC=CC=C1)(=O)NC=1C=C(SC1)C1=C(CCC(C1)(C)C)CN1CCN(CC1)C1=CC=C(C(=O)N)C=C1 4-(4-((2-(4-benzoylaminothiophene-2-yl)-4,4-dimethylcyclohex-1-en-1-yl)methyl)piperazin-1-yl)benzamide